N-({2-[4-(difluoromethoxy)-3-(propan-2-yloxy)phenyl]-1,3-oxazol-4-yl}methyl)-2-ethoxybenzamide FC(OC1=C(C=C(C=C1)C=1OC=C(N1)CNC(C1=C(C=CC=C1)OCC)=O)OC(C)C)F